3-(5-cyclopropoxy-4-(trifluoromethyl)pyridin-2-yl)-N-(3-methoxy-pyridin-2-yl)-1,2,4-thiadiazol-5-amine C1(CC1)OC=1C(=CC(=NC1)C1=NSC(=N1)NC1=NC=CC=C1OC)C(F)(F)F